N-acetyl-N-((1-acetyl-3-oxoindolin-4-yl)methyl)acetamide C(C)(=O)N(C(C)=O)CC1=C2C(CN(C2=CC=C1)C(C)=O)=O